O=C1C(N(CCN1)C(=O)OCC1=CC=CC=C1)CCCC1=CC=CC=C1 benzyl 3-oxo-2-(3-phenylpropyl)piperazine-1-carboxylate